bis[5-methyl-6-(2-methylphenyl)-4-phenylpyrimidine] iridium (III) [Ir+3].CC=1C(=NC=NC1C1=C(C=CC=C1)C)C1=CC=CC=C1.CC=1C(=NC=NC1C1=C(C=CC=C1)C)C1=CC=CC=C1